CNC[C@@H]1OC[C@H](C2=C1C=CS2)C2=CC(=C(C=C2)Cl)Cl trans-N-methyl-1-(7-(3,4-dichlorophenyl)-6,7-dihydro-4H-thieno[3,2-c]pyran-4-yl)methylamine